tert-Butyl 1-(3,7-dimethyl-2,6-dioxo-2,3,6,7-tetrahydro-1H-purin-8-yl)-2-phenylethylcarbamate CN1C(NC(C=2N(C(=NC12)C(CC1=CC=CC=C1)NC(OC(C)(C)C)=O)C)=O)=O